N[C@H]1C2N(CC1CC2)C(=O)C=2C=C(C1=C(SC(=C1C)C=1N(C3=CC(=CC=C3C1)N1CCC(CC1)N)CC1CC1)C2)OC ((7R)-7-amino-2-azabicyclo[2.2.1]hept-2-yl)(2-(6-(4-aminopiperidin-1-yl)-1-(cyclopropylmethyl)-1H-indol-2-yl)-4-methoxy-3-methylbenzo[b]thiophen-6-yl)methanone